N-acetyl-N-[2-vinyl-5-(pentafluoroethyl)thiophen-3-yl]-2-(ethylsulfonyl)-4-(trifluoromethyl)benzamide C(C)(=O)N(C(C1=C(C=C(C=C1)C(F)(F)F)S(=O)(=O)CC)=O)C1=C(SC(=C1)C(C(F)(F)F)(F)F)C=C